FC1(CNCCC1N1NC(=CC=C1C)COC=1C=CC2=C(C=C(O2)C)C1)F N-(3,3-difluoropiperidin-4-yl)-2-methyl-5-((6-methylpyridazin-3-yl)methoxy)benzofuran